C(CCCCCCCCCCCCCCCCC)(=O)[C@@]1(C([C@H](O)[C@@H](CO)O1)(F)F)N1C(=O)N=C(N)C=C1 stearoyl-2',2'-difluorodeoxycytidine